3,7-dimethoxy-1-methyl-2-(4-(3-(piperidin-1-yl)propoxy)phenyl)quinolin-4(1H)-one COC1=C(N(C2=CC(=CC=C2C1=O)OC)C)C1=CC=C(C=C1)OCCCN1CCCCC1